C(C=C)O[C@H]1[C@@H](O[C@@H]([C@H]1O)CO)N1C(=O)N=C(N)C=C1 2'-O-allyl-cytidine